FC1=CC=C(C=C1)NC(=O)C1CNC1 N-(4-fluorophenyl)azetidine-3-carboxamide